ClC1=CC(N(C(N1)=O)C1=CC=C(C=C1)C(F)(F)F)=O 6-chloro-3-(4-(trifluoromethyl)phenyl)pyrimidine-2,4(1h,3h)-dione